C[C@]12CC[C@H]3[C@@H](CC[C@H]4[C@H]([C@H](O[C@@H]([C@@]34OO1)O2)OCCOC2=CC=C(C=C2)C(\C=C\C2=CC=C(C=C2)OCCO[C@@H]2[C@@H]([C@@H]1CC[C@H]([C@@H]3CC[C@]4(OO[C@]31[C@H](O2)O4)C)C)C)=O)C)C (E)-1,3-Bis[4-[2-[[(1R,4S,5R,8S,9R,10S,12R,13R)-1,5,9-trimethyl-11,14,15,16-tetraoxatetracyclo[10.3.1.04,13.08,13]hexadecan-10-yl]oxy]ethoxy]phenyl]prop-2-en-1-one